2-(3-bromo-5-methylphenyl)acetonitrile BrC=1C=C(C=C(C1)C)CC#N